2-{[3-hydroxy-3-(trifluoromethyl)pyrrolidin-1-yl]methyl}-6-(5-methyl-1H-pyrazol-4-yl)thieno[3,2-d]pyrimidin-4(3H)-one OC1(CN(CC1)CC=1NC(C2=C(N1)C=C(S2)C=2C=NNC2C)=O)C(F)(F)F